C(C)N(C(=O)N[C@H](C(=O)O)CCN(CCCCC1=NC=2NCCCC2C=C1)CCOC=1C=NC(=NC1)C)CC (2S)-2-(diethylcarbamoylamino)-4-[2-(2-methylpyrimidin-5-yl)oxyethyl-[4-(5,6,7,8-tetrahydro-1,8-naphthyridin-2-yl)butyl]amino]butanoic acid